CC1(CNC(C2=CC=C(C=C12)C1=CNC2=NC=C(C=C21)C=2C=NN(C2)C)=O)C 4,4-dimethyl-6-(5-(1-methyl-1H-pyrazol-4-yl)-1H-pyrrolo[2,3-b]pyridin-3-yl)-3,4-dihydroisoquinolin-1(2H)-one